FC=1C(=C(C=CC1)NC1=C(NC2=C1C(NCC2)=O)C2=C(C=NC=C2)C#CC2N(CCCC2)C(C=C)=O)OC 3-[(3-fluoro-2-methoxyphenyl)amino]-2-(3-{2-[1-(prop-2-enoyl)piperidin-2-yl]ethynyl}pyridin-4-yl)-1H,5H,6H,7H-pyrrolo[3,2-c]pyridin-4-one